C(C1=CC=CC=C1)(=O)C1=CN(C=2N=CN=CC21)COCC[Si](C)(C)C 5-benzoyl-7-trimethylsilylethoxymethyl-7H-pyrrolo[2,3-d]pyrimidine